C1N(CCC2=CC=CC=C12)C[C@H](CN1CCOC2=C(C1=O)C=CC(=C2)CN2CCCC2)O 4-[(2R)-3-(3,4-dihydro-1H-isoquinolin-2-yl)-2-hydroxy-propyl]-8-(pyrrolidin-1-ylmethyl)-2,3-dihydro-1,4-benzoxazepine-5-one